5-amino-6-(2-chloro-5-fluorophenyl)-6-hydroxy-2-methyl-8-oxo-2,6,7,8-tetrahydropyrrolo[3,4-g]indazole-3-carbonitrile NC1=CC2=C(N(N=C2C2=C1C(NC2=O)(O)C2=C(C=CC(=C2)F)Cl)C)C#N